2-(2-((4-((S)-2-(4-chloro-2-fluorophenyl)-2-methylbenzo[d][1,3]dioxol-4-yl)piperidin-1-yl)methyl)-4-methyl-1-(((S)-oxetan-2-yl)methyl)-1H-imidazol-5-yl)oxazole-5-carboxylic acid ClC1=CC(=C(C=C1)[C@@]1(OC2=C(O1)C=CC=C2C2CCN(CC2)CC=2N(C(=C(N2)C)C=2OC(=CN2)C(=O)O)C[C@H]2OCC2)C)F